tert-butyl (S)-2-(hydroxymethyl)-4-(thiazol-2-yl)-2,5-dihydro-1H-pyrrole-1-carboxylate OC[C@H]1N(CC(=C1)C=1SC=CN1)C(=O)OC(C)(C)C